C(N)(O)=S.C methane thiocarbamate